C(CCC)N(CCCC)C(C(=O)N(C)C)C dibutylamino-N,N-dimethylpropionamide